(1R,2R)-7-(Ethylsulfonyl)-2-((S)-5H-imidazo[5,1-a]isoindol-5-yl)-7-azaspiro[3.5]nonan-1-ol C(C)S(=O)(=O)N1CCC2(C[C@@H]([C@H]2O)[C@@H]2N3C(C4=CC=CC=C24)=CN=C3)CC1